2-amino-N-(3-chloro-2-piperazin-1-yl-6-quinolyl)acetamide NCC(=O)NC=1C=C2C=C(C(=NC2=CC1)N1CCNCC1)Cl